NC=1C=CC(=C(C1)NC(=O)C1(CC1)C)N1N=CC=C1 N-(5-amino-2-(1H-pyrazol-1-yl)phenyl)-1-methylcyclopropane-1-carboxamide